Cl.Cl.CN1N=CC(=C1)[C@H](CN1C[C@H](CCC1)C)N (R)-1-(1-methyl-1H-pyrazol-4-yl)-2-((S)-3-methylpiperidin-1-yl)ethan-1-amine bis-hydrochloride